bis-(2-methyl-1-naphthoyl)-4-ethoxyphenylphosphine oxide CC1=C(C2=CC=CC=C2C=C1)C(=O)P(C1=CC=C(C=C1)OCC)(C(=O)C1=C(C=CC2=CC=CC=C12)C)=O